5-((2-(2,3-dihydrobenzo[b][1,4]dioxin-6-yl)pyrrolidin-1-yl)methyl)-2-(1-methyl-1H-pyrazol-4-yl)pyridine O1C2=C(OCC1)C=C(C=C2)C2N(CCC2)CC=2C=CC(=NC2)C=2C=NN(C2)C